[3-(tert-Butoxycarbonylamino)-1-bicyclo[1.1.1]pentyl]methanesulfonic acid methyl ester COS(=O)(=O)CC12CC(C1)(C2)NC(=O)OC(C)(C)C